1-methyl-2-oxo-4-{4-[4-(trifluoromethoxy)phenoxy]piperidin-1-yl}-1,2-dihydroquinoline-3-carbonitrile CN1C(C(=C(C2=CC=CC=C12)N1CCC(CC1)OC1=CC=C(C=C1)OC(F)(F)F)C#N)=O